COC(=O)C1=CC(=NN1CCNC(=O)OC(C)(C)C)Br 3-Bromo-1-(2-((tert-butoxycarbonyl)amino)ethyl)-1H-pyrazole-5-carboxylic acid methyl ester